5-(4-(carboxymethyl)-2,5-dihydroxybenzoylamino)-2-fluoroisonicotinic acid C(=O)(O)CC1=CC(=C(C(=O)NC2=CN=C(C=C2C(=O)O)F)C=C1O)O